CC(CN(C(C(=O)OCC)=O)CC1=NC=C(C=N1)C1=CC=CC=C1)=C ethyl 2-((2-methylallyl)((5-phenylpyrimidin-2-yl)methyl)amino)-2-oxoacetate